C(C(O)C1=CC=CC=C1)(=O)O.N1C=NC(=C1)C(=O)N 1H-imidazole-4-carboxamide mandelate